ClC=1C=C(C=CC1OC)C=1C=C2C(=NN(C2=CC1)C1=CC(=C(C=C1)F)OC)C(=O)OC Methyl 5-(3-chloro-4-methoxyphenyl)-1-(4-fluoro-3-methoxyphenyl)-1H-indazole-3-carboxylate